5-(7-(1-Methyl-1H-pyrazol-4-yl)quinolin-5-yl)-3,6-diazabicyclo[3.1.1]heptane CN1N=CC(=C1)C1=CC(=C2C=CC=NC2=C1)C12CNCC(N1)C2